bromo-1-(oxetan-3-yl)pyrazole BrC1=NN(C=C1)C1COC1